Ethyl 4-(6-fluoropyridin-3-yl)-7-oxa-2,3-diazatricyclo[6.2.1.02,6]undeca-3,5-diene-5-carboxylate FC1=CC=C(C=N1)C1=NN2C3CCC(OC2=C1C(=O)OCC)C3